2-amino-5-p-fluorophenyl-1,3,4-oxadiazole NC=1OC(=NN1)C1=CC=C(C=C1)F